5-(3-hydroxypropyl)thiophene-2-carboxylic acid ethyl ester C(C)OC(=O)C=1SC(=CC1)CCCO